C[C@H](CCC[C@@H](C)C(=O)SCCNC(=O)CCNC(=O)[C@@H](C(C)(C)COP(=O)(O)OP(=O)(O)OC[C@@H]1[C@H]([C@H]([C@@H](O1)N2C=NC3=C(N=CN=C32)N)O)OP(=O)(O)O)O)[C@H]4CC[C@@H]5[C@@]4([C@H](C[C@H]6[C@H]5[C@@H](C[C@H]7[C@@]6(CC[C@H](C7)O)C)O)O)C The molecule is a 3alpha,7alpha,12alpha-trihydroxy-5beta-cholestan-26-oyl-CoA in which the carbon at position 25 of the steroidal side chain has R configuration. It is a conjugate acid of a (25R)-3alpha,7alpha,12alpha-trihydroxy-5beta-cholestan-26-oyl-CoA(4-).